1-(2-pyridyl)ethanone methyl-2-[5-(2-{1-[(2-amino-5-bromophenyl)amino]-3-azabicyclo[3.2.1]octan-3-yl}ethoxy)-1-methylpyrazol-4-yl]-6-methylpyridine-4-carboxylate COC(=O)C1=CC(=NC(=C1)C)C=1C=NN(C1OCCN1CC2(CCC(C1)C2)NC2=C(C=CC(=C2)Br)N)C.N2=C(C=CC=C2)C(C)=O